2'-{6-amino-5-[(1R)-1-(pyridin-3-yl)ethoxy]pyridin-3-yl}-N-ethyl-5',6'-dihydrospiro[azetidine-3,4'-pyrrolo[1,2-b]pyrazole]-1-carboxamide NC1=C(C=C(C=N1)C=1C=C2N(N1)CCC21CN(C1)C(=O)NCC)O[C@H](C)C=1C=NC=CC1